ClC1=NC(=CC2=C1CC(C2)C=O)OCC(C)NC(OC(C)(C)C)=O tert-Butyl N-[1-[(1-chloro-6-formyl-6,7-dihydro-5H-cyclopenta[c]pyridin-3-yl)oxy]propan-2-yl]carbamate